(M)-7-(2,4-difluoro-6-hydroxyphenyl)-6-fluoro-1-(4-methyl-2-(2-propanyl)-3-pyridinyl)-4-((2S)-2-methyl-4-(2-propenoyl)-1-piperazinyl)pyrido[2,3-d]pyrimidin-2(1H)-one FC1=C(C(=CC(=C1)F)O)C=1C(=CC2=C(N(C(N=C2N2[C@H](CN(CC2)C(C=C)=O)C)=O)C=2C(=NC=CC2C)C(C)C)N1)F